5-methyl-6-[3-(1-methylindazol-5-yl)oxy-7,8-dihydro-5H-1,6-naphthyridin-6-yl]pyridine CC=1C=CC=NC1N1CC=2C=C(C=NC2CC1)OC=1C=C2C=NN(C2=CC1)C